2-hydroxy-N-((5-(2-((2-methyl-6-(4-methylpiperazin-1-yl)quinazolin-4-yl)thio)acetyl)thiophen-2-yl)methyl)acetamide OCC(=O)NCC=1SC(=CC1)C(CSC1=NC(=NC2=CC=C(C=C12)N1CCN(CC1)C)C)=O